FC1=CC=C(C=C1)C=1SC(=CC1)C1=CC=C(C=C1)F 2,5-bis(4-fluorophenyl)thiophene